O[C@H]1C[C@H]2C[C@H]([C@H]3[C@@H]4CC[C@H]([C@@H](CCC(C(CO)C)O)C)[C@]4(CC[C@@H]3[C@]2(CC1)C)C)O 3α,7α,24,26-tetrahydroxy-5β-Cholestane